N-((1S,3S)-3-(5-((benzyloxy)methyl)oxazol-2-yl)-3-((((1s,4R)-4-(3-(benzyloxy)phenyl)cyclohexyl)oxy)methyl)cyclopentyl)methanesulfonamide C(C1=CC=CC=C1)OCC1=CN=C(O1)[C@@]1(C[C@H](CC1)NS(=O)(=O)C)COC1CCC(CC1)C1=CC(=CC=C1)OCC1=CC=CC=C1